CN(C1(CCC2(CN(C(N2CCC)=O)CC(=O)O)CC1)C1=CC=CC=C1)C CIS-2-(8-Dimethylamino-2-oxo-8-phenyl-1-propyl-1,3-diazaspiro[4.5]decan-3-yl)-acetic acid